O1C[C@@H](OC2=NC=CC=C21)C2=CC=C(C=C2)CN2CCC(CC2)NC(CN2C(CCC2)=O)=O N-[1-[[4-[(3S)-2,3-dihydro-[1,4]dioxino[2,3-b]pyridin-3-yl]phenyl]methyl]-4-piperidinyl]-2-(2-oxopyrrolidin-1-yl)acetamide